2-[1-(4-methylphenyl)-1H-pyrazol-3-yl]acetic acid CC1=CC=C(C=C1)N1N=C(C=C1)CC(=O)O